C(C=C)O[Ti] alloxytitanium